O=C(/C=C/C1=CC=C(OCC(=O)O)C=C1)C1=CC=C(C=C1)C(C)C 2-[4-[(E)-3-Oxo-3-(4-propan-2-ylphenyl)prop-1-enyl]phenoxy]acetic acid